N-(1-(3-bromophenyl)ethyl)-2-ethoxy-5-isobutyrylaminobenzamide BrC=1C=C(C=CC1)C(C)NC(C1=C(C=CC(=C1)NC(C(C)C)=O)OCC)=O